ClC1=C2C(=NC=C1C(=O)O)SC(=N2)C2=CC=CC=C2 7-chloro-2-phenylthiazolo[5,4-b]pyridine-6-carboxylic acid